(R)-(1-(3-((3-methoxybenzyl)amino)-3-oxopropionylamino)-2-(p-tolyl)ethyl)boronic acid COC=1C=C(CNC(CC(=O)N[C@@H](CC2=CC=C(C=C2)C)B(O)O)=O)C=CC1